Cadmium Selenide Zinc [Zn+2].[Se-2].[Cd+2].[Se-2]